OCN1C(N(C(C1(C)C)=O)CO)=O 1,3-Bis-(hydroxymethyl)-5,5-dimethyl-2,4-imidazolidinedione